C(CC=C)OC1=C(CC2=NN3C(N=C(N=C3N)SC)=C2C(C)C)C=CC(=C1)S(=O)(=O)C (2-(but-3-en-1-yloxy)-4-(methylsulfonyl)benzyl)-8-isopropyl-2-(methylsulfanyl)pyrazolo[1,5-a][1,3,5]triazin-4-amine